C1(=CC=CC=C1)CS(=O)(=O)OC1=C(O[C@@](C1=O)([2H])C1=CC(=C(C=C1)Cl)F)N (S)-2-amino-5-(4-chloro-3-fluorophenyl)-4-oxo-4,5-dihydrofuran-3-yl-5-d phenylmethanesulfonate